2-(5-chloro-2-(trifluoromethyl)benzamido)-4-(4-chlorophenyl)thiophene-3-carboxylic acid ClC=1C=CC(=C(C(=O)NC=2SC=C(C2C(=O)O)C2=CC=C(C=C2)Cl)C1)C(F)(F)F